C(C)(=O)C1=C(C2=C(N=C(N=C2)NC2=NC=C(C=C2)N2CCNCC2)N(C1=O)C1CCCC1)C 6-acetyl-8-cyclopentyl-5-methyl-2-[[5-(piperazine-1-yl)pyridin-2-yl]amino]-8H-pyrido[2,3-d]pyrimidin-7-one